ClC(=CC1C(C1C(=O)[O-])(C)C)Cl 3-(2,2-dichloro-1-ethenyl)-2,2-dimethylcyclopropanecarboxylate